7-(4,4,4-trifluorobutyl)-7,9-dihydro-1H-purine-6,8-dione FC(CCCN1C(NC=2N=CNC(C12)=O)=O)(F)F